OCC(CO)N 1,3-dihydroxy-2-propylamine